1,3,6-trihydroxy-5-methoxyxanthone OC1=CC(=CC=2OC3=C(C(=CC=C3C(C12)=O)O)OC)O